5-[2-bromo-5-(1H-tetrazol-5-yl)phenyl]-1H-naphtho[1,2-b][1,4]diazepine BrC1=C(C=C(C=C1)C1=NN=NN1)N1C2=C(NCC=C1)C1=CC=CC=C1C=C2